C(C)OC(=O)C1(C(NCCC1)=O)NC(=O)C1=C(OC2=C1C=C(C=C2)OCC2CC2)C 3-(5-(cyclopropylmethoxy)-2-methylbenzofuran-3-carboxamido)-2-oxopiperidine-3-carboxylic acid ethyl ester